NC1=C(C=2C(=NC(=CC2)Cl)N1C1=C(C(=CC=C1C)OC)C)C#N 2-Amino-6-chloro-1-(3-methoxy-2,6-dimethylphenyl)-1H-pyrrolo[2,3-b]pyridine-3-carbonitrile